(E) and (Z)-3-(1-(tert-butoxycarbonyl)piperidin-4-yl)-2-phenylacrylic acid C(C)(C)(C)OC(=O)N1CCC(CC1)C=C(C(=O)O)C1=CC=CC=C1